N-((1,2,3,5,6,7-Hexahydro-s-indacen-4-yl)carbamoyl)-1-methylpiperidine-4-sulfonamide, Potassium Salt [K].C1CCC2=C(C=3CCCC3C=C12)NC(=O)NS(=O)(=O)C1CCN(CC1)C